3-[(1R)-1-[[6-[2-[2-(3-azidoazetidin-1-yl)ethoxy]pyrimidin-5-yl]-3-chloro-7-fluoro-2-methyl-1,5-naphthyridin-4-yl]amino]ethyl]-4-fluoro-benzonitrile N(=[N+]=[N-])C1CN(C1)CCOC1=NC=C(C=N1)C=1N=C2C(=C(C(=NC2=CC1F)C)Cl)N[C@H](C)C=1C=C(C#N)C=CC1F